BrC=1C=C2C(=NC=NC2=CC1)N1C[C@@H](NCC1)CC#N (S)-2-(4-(6-bromoquinazolin-4-yl)piperazin-2-yl)acetonitrile